BrC1=CC=C(OCCN2C(=NC3=C2C(=CC(=C3)C(=O)N)OC)NC(=O)C3=CC(=NN3CC)C)C=C1 1-(2-(4-bromophenoxy)ethyl)-2-(1-ethyl-3-methyl-1H-pyrazole-5-carboxamido)-7-methoxy-1H-benzimidazole-5-carboxamide